CC1=CC2=C(C3=CC=CC=C3C(=C2C=C1C)OC(CC)=O)OC(CC)=O 2,3-dimethyl-9,10-dipropionyloxyanthracene